(R)-N-(cyclobutylmethyl)-1-(6-((4-(6-methoxy-1H-indazol-4-yl)-1H-1,2,3-triazol-1-yl)methyl)pyridazin-3-yl)piperidin-3-amine C1(CCC1)CN[C@H]1CN(CCC1)C=1N=NC(=CC1)CN1N=NC(=C1)C1=C2C=NNC2=CC(=C1)OC